NC(C(=O)O)CC1=NC2=C(N1)C=CC=C2C2=C(C(=C(C=C2)S(=O)(=O)CCN)S(N)(=O)=O)C=2N=NNN2 2-amino-3-(4-(4-((2-aminoethyl)sulfonyl)-3-sulfamoyl-2-(2H-tetrazol-5-yl)phenyl)-1H-benzo[d]imidazol-2-yl)propanoic acid